C(C)(=O)O[C@H]1[C@H](OC([C@@H]([C@H]1OC(C)=O)NC(C)=O)OCCOCCOCCOCCN=[N+]=[N-])COC(C)=O (2R,3R,4R,5R)-5-acetamido-2-(acetoxymethyl)-6-(2-(2-(2-(2-azidoethoxy)ethoxy)ethoxy)ethoxy)tetrahydro-2H-pyran-3,4-diyl diacetate